C(C)OC(=O)C=1C(=C(N2C=CC=C2C1)C(C)OCC1=NC=CC=C1)C 6-methyl-5-(1-(pyridin-2-ylmethoxy)ethyl)indolizine-7-carboxylic acid ethyl ester